C(=O)(OC(C)(C)C)N1C(CCCC1)C(C(=O)OC)C=1C=C(C=CC1)C methyl N-Boc-2-(piperidin-2-yl)-2-(m-tolyl)acetate